benzylcarbonyl-indole C(C1=CC=CC=C1)C(=O)C=1NC2=CC=CC=C2C1